(1S,2R)-N-(5-((5-methoxypyridin-2-yl)ethynyl)-8-(methylamino)-2,7-naphthyridin-3-yl)-2-(trifluoromethyl)cyclopropane-1-carboxamide COC=1C=CC(=NC1)C#CC1=C2C=C(N=CC2=C(N=C1)NC)NC(=O)[C@@H]1[C@@H](C1)C(F)(F)F